C(#N)[C@H](CC1=CC=C(C=C1)C=1C=CC2=C(N(C(O2)=O)C)C1)NC(=O)C1OCC(CN(C1)C(=O)OC(C)(C)C)SC tert-butyl 2-{[(1S)-1-cyano-2-[4-(3-methyl-2-oxo-1,3-benzoxazol-5-yl)phenyl]ethyl]carbamoyl}-6-(methylsulfanyl)-1,4-oxazepane-4-carboxylate